CC=1CC[C@H]([C@@H](C1)C1=C(C=C(C=C1OCN(C(OC)=O)C1=CC=CC=C1)C(C)(CCCCCC)C)OCN(C(OC)=O)C1=CC=CC=C1)C(=C)C dimethyl ((((1'R,2'R)-5'-methyl-4-(2-methyloctan-2-yl)-2'-(prop-1-en-2-yl)-1',2',3',4'-tetrahydro-[1,1'-biphenyl]-2,6-diyl)bis(oxy))bis(methylene))bis(phenylcarbamate)